CC=1C=C2C(C=C(OC2=C(C1)C(C)NC1=C(C(=O)O)C=CC=C1)N1CCOCCC1)=O 2-[1-[6-Methyl-2-(1,4-oxazepan-4-yl)-4-oxo-chromen-8-yl]ethylamino]benzoic acid